4-((5-amino-3-methyl-7-((spiro[2.3]hex-5-ylmethyl)amino)-1H-pyrazolo[4,3-d]pyrimidin-1-yl)methyl)-3-methoxybenzoic acid NC=1N=C(C2=C(N1)C(=NN2CC2=C(C=C(C(=O)O)C=C2)OC)C)NCC2CC1(CC1)C2